5-(4-((3-ethyl-2,4-dioxo-1,2,3,4-tetrahydrothieno[2,3-d]pyrimidin-6-yl)methyl)piperazin-1-yl)picolinonitrile C(C)N1C(NC2=C(C1=O)C=C(S2)CN2CCN(CC2)C=2C=CC(=NC2)C#N)=O